FC(C(=O)O)(F)F.FC1=C(C=C(C=C1C)NC1=NC=C(C(=N1)NC=1C=CC2=C(NC(O2)=O)C1)CO)OC 5-(2-(4-fluoro-3-methoxy-5-methylphenylamino)-5-(hydroxymethyl)pyrimidin-4-ylamino)benzo[d]oxazol-2(3H)-one trifluoroacetate salt